tert-butyl (4-(2-(2-(2-aminoethoxy)ethoxy)ethoxy)phenyl)carbamate NCCOCCOCCOC1=CC=C(C=C1)NC(OC(C)(C)C)=O